C1(=CC=CC=C1)C(N1CCN(CC1)S(=O)(=O)C1=CC=C(C=C1)C(F)(F)F)C1=CC=CC=C1 1-(diphenylmethyl)-4-[4-(trifluoromethyl)benzenesulfonyl]piperazine